BrC1=CN=C2N1C=C(C=C2)N2CCC2 1-[3-bromoimidazo[1,2-a]pyridin-6-yl]azetidine